C1(=CC=CC=C1)C(C(=O)O)N1C[C@@H](CC1)N1N=CC(=C1)CCC1=NC=2NCCCC2C=C1 2-phenyl-2-((R)-3-(4-(2-(5,6,7,8-tetrahydro-1,8-naphthyridin-2-yl)ethyl)-1H-pyrazol-1-yl)pyrrolidin-1-yl)acetic acid